(4-benzoylpiperazin-1-yl)(2-(5-methylfuran-2-yl)quinolin-4-yl)methanone C(C1=CC=CC=C1)(=O)N1CCN(CC1)C(=O)C1=CC(=NC2=CC=CC=C12)C=1OC(=CC1)C